C(CCCCCCC)C(C(=O)OCC)C(=O)OCC diethyl 2-octylmalonate